BrC=1N=CN(C1)C1=CC=C(C=C1)[N+](=O)[O-] (4-Bromo-1H-imidazol-1-yl)-4-nitrobenzene